N-(3,4-dihydroxybenzyl)-2-((5-methylbenzo[d]oxazol-2-yl)thio)acetamide OC=1C=C(CNC(CSC=2OC3=C(N2)C=C(C=C3)C)=O)C=CC1O